ClC=1C=C(C=C(C1)Cl)C1=NC(=NC(=C1)CO)OC=1C=CC(=NC1)N1CCN(CC1)C(=O)OC(C)(C)C tert-Butyl 4-(5-((4-(3,5-dichlorophenyl)-6-(hydroxymethyl)pyrimidin-2-yl)oxy)pyridin-2-yl)piperazine-1-carboxylate